N-(3-(4,4-difluoropiperidin-1-yl)-5-methylphenyl)-4-iodo-2-(6-methyl-3-azabicyclo[4.1.0]hept-3-yl)benzamide FC1(CCN(CC1)C=1C=C(C=C(C1)C)NC(C1=C(C=C(C=C1)I)N1CC2CC2(CC1)C)=O)F